3-hydroxy-5-isopropoxymethyl-2-(2-methyl-cyclopropylmethyl)-cyclohex-2-enone OC1=C(C(CC(C1)COC(C)C)=O)CC1C(C1)C